C(C)(=O)N1CCC(CC1)C=1N(N=C2C=C(C=CC12)C1=C(C=CC=C1)C)C(CC=O)C 3-(3-(1-acetylpiperidin-4-yl)-6-(o-tolyl)-2H-indazol-2-yl)butanal